N1(C=NC=C1)C(=O)OC[C@@H]1N(CCOC1)C(=O)OC(C)(C)C tert-butyl (R)-3-(((1H-imidazole-1-carbonyl)oxy) methyl)morpholine-4-carboxylate